4'-((4-(ethylcarbamoyl)pyridin-2,6-diyl)bis(1H-1,2,3-triazol-4,1-diyl))bis(2-cyanobenzoic acid) C(C)NC(=O)C1=CC(=NC(=C1)C=1N=NN(C1)C=1C(=C(C(=O)O)C=CC1)C#N)C=1N=NN(C1)C=1C(=C(C(=O)O)C=CC1)C#N